1,1,1,3,3,5,5,5-octamethyl-trisiloxane C[Si](O[Si](O[Si](C)(C)C)(C)C)(C)C